6-chloro-5-(5-(2,6-difluorophenyl)-4-methyl-4H-1,2,4-triazol-3-yl)chroman-4-one ClC=1C(=C2C(CCOC2=CC1)=O)C1=NN=C(N1C)C1=C(C=CC=C1F)F